Cl.NCC#CC=1C=C(C=CC1)NC1C(NC(CC1)=O)=O 3-((3-(3-Aminoprop-1-yn-1-yl)phenyl)amino)piperidine-2,6-dione hydrochloride